3-ethylpentane tert-Butyl-3,4-dichloro-1-fluoro-12-oxo-6a,7,9,10-tetrahydro-6H-pyrazino[2,1-c]pyrido[3,4-f][1,4]oxazepine-8(12H)-carboxylate C(C)(C)(C)OC(=O)N1CC2COC3=C(C(N2CC1)=O)C(=NC(=C3Cl)Cl)F.C(C)C(CC)CC